(R)-4-((R)-2-acryloyl-1-methyl-1,2,3,4-tetrahydroisoquinolin-5-yl)-3-chloro-5-fluoro-2-methyl-1H-indole-7-carboxamide C(C=C)(=O)N1[C@@H](C2=CC=CC(=C2CC1)C1=C2C(=C(NC2=C(C=C1F)C(=O)N)C)Cl)C